BrC(C(=O)C1=CC=CC=C1)(F)F 2-bromo-2,2-difluoro-1-phenylethane-1-one